N-(4-((3S,5R)-3-amino-5-methylpiperidin-1-yl)pyridin-3-yl)-4'-(difluoromethyl)-2,2',6,6'-tetrafluoro-[1,1'-biphenyl]-3-carboxamide dihydrochloride Cl.Cl.N[C@@H]1CN(C[C@@H](C1)C)C1=C(C=NC=C1)NC(=O)C=1C(=C(C(=CC1)F)C1=C(C=C(C=C1F)C(F)F)F)F